(R)-N-(2-(7-oxa-1-azaspiro[4.4]non-3-en-4-yl)thieno[2,3-b]pyridin-4-yl)benzo[d]thiazol-5-amine N1CC=C([C@]12COCC2)C2=CC=1C(=NC=CC1NC=1C=CC3=C(N=CS3)C1)S2